C1CCC2=C(C=3CCCC3C=C12)NC(=O)NS(=O)(=O)C1=NN(C=C1)C=1C=C(C=CC1)B(O)O (3-(3-(N-((1,2,3,5,6,7-hexahydro-s-indacen-4-yl)carbamoyl)sulfamoyl)-1H-pyrazol-1-yl)phenyl)boronic acid